N'-[4-chloro-3-(2-methyl-2H-tetrazol-5-yl)phenyl]-N-(3,3-diphenylpropyl)-N-[2-(4-morpholinyl)ethyl]-urea ClC1=C(C=C(C=C1)NC(N(CCN1CCOCC1)CCC(C1=CC=CC=C1)C1=CC=CC=C1)=O)C=1N=NN(N1)C